ethyl 3-cyclohexyl-3-hydroxybutanoate C1(CCCCC1)C(CC(=O)OCC)(C)O